8-Amino-5-(2-aminopiperazin-1-yl)-2,3-dihydro-1,4-benzodioxine NC1=CC=C(C2=C1OCCO2)N2C(CNCC2)N